BrC=1C(=C(OCCC(F)(F)C2CCN(CC2)CC(=O)OCC)C=CC1)C ethyl 2-(4-(3-(3-bromo-2-methylphenoxy)-1,1-difluoropropyl)piperidin-1-yl)acetate